5-chloro-1-isopropyl-4-nitro-pyrazole ClC1=C(C=NN1C(C)C)[N+](=O)[O-]